1,2,3,4-butanetetracarboxylic acid tetrakis(3-tert-butylcyclohexylamide) C(C)(C)(C)C1CC(CCC1)NC(=O)CC(C(CC(=O)NC1CC(CCC1)C(C)(C)C)C(=O)NC1CC(CCC1)C(C)(C)C)C(=O)NC1CC(CCC1)C(C)(C)C